C(C)(=O)N1C[C@H](CCC1)N1N=CC(=C1)C=1C=C(C=2N(C1)N=CC2C#N)SC2=NC(=C(C=C2F)F)C (S)-6-(1-(1-acetylpiperidin-3-yl)-1H-pyrazol-4-yl)-4-((3,5-difluoro-6-methylpyridin-2-yl)thio)pyrazolo[1,5-a]pyridine-3-carbonitrile